NC1=C(OCCCN2C(=CC=3C2=NC=CC3)C3=NC2=C(N3CCC(=O)OC(C)(C)C)C(=CC(=C2)C(=O)OC)OC)C=CC=C1 methyl 2-(1-(3-(2-aminophenoxy)propyl)-1H-pyrrolo[2,3-b]pyridin-2-yl)-1-(3-(tert-butoxy)-3-oxopropyl)-7-methoxy-1H-benzo[d]imidazole-5-carboxylate